5-(3-(2,6-dioxopiperidin-3-yl)-2-methyl-4-oxo-3,4-dihydroquinazolin-5-yl)pentyl methanesulfonate CS(=O)(=O)OCCCCCC1=C2C(N(C(=NC2=CC=C1)C)C1C(NC(CC1)=O)=O)=O